3-((3-(5-chloro-3-methyl-2-(piperidin-4-ylmethyl)phenyl)-2-methyl-2H-thieno[3,2-c]pyrazol-5-yl)methyl)-6,6-dimethyl-3-azabicyclo[3.1.0]hexane-2,4-dione ClC=1C=C(C(=C(C1)C1=C2C(=NN1C)C=C(S2)CN2C(C1C(C1C2=O)(C)C)=O)CC2CCNCC2)C